C1(CC1)[C@]1(C(N(C[C@H]1C)C=1C=2N(N=CC1)C=C(C2)C2=NC=C(C=C2)N(C)C)=O)C#N (3R,4S)-3-cyclopropyl-1-[6-[5-(dimethylamino)pyridin-2-yl]pyrrolo[1,2-b]pyridazin-4-yl]-4-methyl-2-oxopyrrolidine-3-carbonitrile